C(#N)C1(CC1)NS(=O)(=O)C=1C=C(C2=C(N(C=N2)C=2SC(=NN2)C(F)F)C1)N1C[C@@H](N[C@H](C1)C)C N-(1-cyanocyclopropyl)-1-(5-(difluoromethyl)-1,3,4-thiadiazol-2-yl)-4-((3S,5S)-3,5-dimethylpiperazin-1-yl)-1H-benzo[d]imidazole-6-sulfonamide